FC1=C(OC2=C(C(=C(C=C2)\C=C(/F)\C=2N=C(SC2)C=2C=NSC2)N2CC3(CCC2)CCNCC3)C(F)(F)F)C=CC=C1F (Z)-4-(4-(2-(4-(2,3-difluorophenoxy)-2-(2,9-diazaspiro[5.5]undecan-2-yl)-3-(trifluoromethyl)phenyl)-1-fluorovinyl)thiazol-2-yl)isothiazole